(S)-methyl 2-((S)-5-(4-fluoro-1H-indole-2-carbonyl)-5-azaspiro[2.4]heptane-6-carboxamido)-3-((S)-2-oxopyrrolidin-3-yl)propanoate FC1=C2C=C(NC2=CC=C1)C(=O)N1CC2(CC2)C[C@H]1C(=O)N[C@H](C(=O)OC)C[C@H]1C(NCC1)=O